N-(4-((7-cyano-2-((4,4-difluoro-4,5,6,7-tetrahydropyrazolo[1,5-a]pyridin-2-yl)amino)-1-methyl-1H-imidazo[4,5-b]pyridin-6-yl)oxy)pyridin-2-yl)-3-methoxyazetidine-1-carboxamide C(#N)C1=C2C(=NC=C1OC1=CC(=NC=C1)NC(=O)N1CC(C1)OC)N=C(N2C)NC2=NN1C(C(CCC1)(F)F)=C2